tert-butyl 2-(5-(1-(3,5-difluorophenyl) ethoxy)-1-(tetrahydro-2H-pyran-2-yl)-1H-indazol-3-yl)-3a,4,6,6a-tetrahydropyrrolo[3,4-d]imidazole-5(1H)-carboxylate FC=1C=C(C=C(C1)F)C(C)OC=1C=C2C(=NN(C2=CC1)C1OCCCC1)C1=NC2C(N1)CN(C2)C(=O)OC(C)(C)C